COC(=O)C1=C(SC(=C1C)C(NCCNC(CNC(CNC(CNC(OC(C)(C)C)=O)=O)=O)=O)=O)C(C(CC)C1=CC=C(C=C1)F)=O.C1(=CC=CC=C1)NCCCNC1=CC=CC=C1 1,3-bis(phenylamino)propane Methyl-5-((2,2-dimethyl-4,7,10,13-tetraoxo-3-oxa-5,8,11,14-tetraazahexadecan-16-yl)carbamoyl)-2-(2-(4-fluorophenyl)butyryl)-4-methylthiophene-3-carboxylate